N1CC(C1)CN1C(C(N(C2=C(C(=C(C=C12)Cl)C1=C(C=CC=C1O)F)F)C1=C(C=CC=C1C)C(C)C)=O)=O 1-(azetidin-3-ylmethyl)-7-chloro-5-fluoro-6-(2-fluoro-6-hydroxyphenyl)-4-(2-isopropyl-6-methylphenyl)-1,4-dihydroquinoxaline-2,3-dione